Bis[2-(3,4-epoxycyclohex-1-yl)ethyl]-1,1,3,3-tetramethyldisiloxan C1(CC2C(CC1)O2)CC[Si](O[Si](C)(C)CCC2CC1C(CC2)O1)(C)C